1-(6-o-methylbenzoyl-9-ethylcarbazol-3-yl)-(3-cyclohexylacetone) CC1=C(C(=O)C=2C=C3C=4C=C(C=CC4N(C3=CC2)CC)CC(=O)CC2CCCCC2)C=CC=C1